6-(3-isopropyl-5-(piperidin-4-yl)-1H-indol-2-yl)-8-methylimidazo[1,2-a]pyridine-3-carboxamide C(C)(C)C1=C(NC2=CC=C(C=C12)C1CCNCC1)C=1C=C(C=2N(C1)C(=CN2)C(=O)N)C